1,3-diphenyl-thiobarbituric acid C1(=CC=CC=C1)N1C(=S)N(C(=O)CC1=O)C1=CC=CC=C1